C(C1=CC=CC=C1)O[C@@H]1CC(N(C1)C(=O)OC(C)(C)C)(C(=O)OC)CC 1-(tert-butyl) 2-methyl (4R)-4-(benzyloxy)-2-ethylpyrrolidine-1,2-dicarboxylate